O1C(=CC=C1)C1(CN(CC1)CC1=CC=C(C=C1)NC(C)=O)CCC1=CC=CC=C1 N-(4-((3-(furan-2-yl)-3-phenethylpyrrolidin-1-yl)methyl)phenyl)acetamide